(5S,7S)-7-((1H-pyrazolo[3,4-c]pyridin-1-yl)methyl)-3-(5-(2-hydroxypropane-2-yl)pyrazin-2-yl)-7-methyl-1-oxo-3-azaspiro[4.5]decan-2-one N1(N=CC=2C1=CN=CC2)C[C@@]2(C[C@]1(CN(C(C1=O)=O)C1=NC=C(N=C1)C(C)(C)O)CCC2)C